trans-1-Boc-3-hydroxy-4-fluoropiperidine C(=O)(OC(C)(C)C)N1C[C@H]([C@@H](CC1)F)O